C(C)(=O)C1=CC=C(OC2=CC=C(C(=O)O)C=C2)C=C1 4-(4-acetyl-phenoxy)-benzoic acid